N1(CCNCC1)C=1C=C(C=CC1)C1=NC=CC(=C1)C1=CC=2C(NCCC2N1)=O 2-(2-(3-(Piperazin-1-yl)phenyl)pyridin-4-yl)-1,5,6,7-tetrahydro-4H-pyrrolo[3,2-c]pyridin-4-one